FC=1C=C(C(=NC1)N1[C@H]2CN(C[C@@H]1CC2)C(CCCC2=C1C=CC=NC1=CC=C2)=O)C 1-((1R,5S)-8-(5-fluoro-3-methylpyridin-2-yl)-3,8-diazabicyclo[3.2.1]octan-3-yl)-4-(quinolin-5-yl)butan-1-one